NC1=C(C2=C(C(N1C1=C3C=NNC3=CC=C1Cl)=O)C1=C(S2)CCCC1)C(=O)N (S)-3-amino-2-(5-chloro-1H-indazol-4-yl)-1-oxo-1,2,6,7,8,9-hexahydrobenzo[4,5]thieno[3,2-c]pyridine-4-carboxamide